C=C(CCC)C=O pentaene-2-carbaldehyde